ClC=1C=C(C=CC1OC1CC1)[C@H]([C@@H](CN1CCCC1)NC(=O)[C@H]1CN(CC1)C1=CC2=CC=CC=C2C=C1)O (R)-N-((1R,2R)-1-(3-chloro-4-cyclopropoxyphenyl)-1-hydroxy-3-(pyrrolidin-1-yl)propan-2-yl)-1-(naphthalen-2-yl)pyrrolidine-3-carboxamide